bis(2-phenylpyridyl)-iridium (III) C1(=CC=CC=C1)C1=NC=CC=C1[Ir+]C=1C(=NC=CC1)C1=CC=CC=C1